2-(4-methoxybenzyl)-5-(((2S)-1-((2-oxo-1-(1-(5-(trifluoromethyl)pyrimidin-2-yl)piperidin-4-yl)pyrrolidin-3-yl)oxy)propan-2-yl)oxy)-4-(trifluoromethyl)pyridazin-3(2H)-one COC1=CC=C(CN2N=CC(=C(C2=O)C(F)(F)F)O[C@H](COC2C(N(CC2)C2CCN(CC2)C2=NC=C(C=N2)C(F)(F)F)=O)C)C=C1